4-(4-chlorobenzyl)-4,6,7,8-tetrahydropyrazolo[3,4-b]pyrrolo[3,4-d]pyridine-5(3H)-one ClC1=CC=C(CN2C3=C(C4=C(C2=O)CNC4)C=NN3)C=C1